FC(S(=O)(=O)OC1=C(C(=CC=C1)OC1CCC(CC1)CC[C@@H](C(F)(F)F)N1CCN(CC1)C1=CC=C2C(=NN(C2=C1)C)C=1C(=NC(=CC1)OCC1=CC=CC=C1)OCC1=CC=CC=C1)C)(F)F 3-(((1R,4r)-4-((S)-3-(4-(3-(2,6-bis(benzyloxy)pyridin-3-yl)-1-methyl-1H-indazol-6-yl)piperazin-1-yl)-4,4,4-trifluorobutyl)cyclohexyl)oxy)-2-methylphenyl trifluoromethanesulfonate